[O-]CCCC.[O-]CCCC.[O-]CCCC.[O-]CCCC.[O-]CCCC.[V+5] vanadium pentabutoxide